ClC1=C(C=CC2=C1C(=N[C@H](C=1N2N=C(N1)C(=O)O)C)C1=C(C=CC=C1F)F)Cl (4S)-7,8-dichloro-6-(2,6-difluorophenyl)-4-methyl-4H-[1,2,4]triazolo[1,5-a][1,4]benzodiazepine-2-Formic acid